C(C)(C)(C)OC(NC1=NNC2=NC=C(C=C21)B2OC(C(O2)(C)C)(C)C)=O [5-(4,4,5,5-Tetramethyl-1,3,2-dioxaborolan-2-yl)-1H-pyrazolo[3,4-b]pyridin-3-yl]-carbamic acid tert-butyl ester